C1(CC1)CC1=NN=C(O1)NC1=C(N=NN1C)C1=CC=C(C(=N1)C)O[C@@H]1C[C@H](CCC1)C(=O)O (1S,3S)-3-((6-(5-((5-(Cyclopropylmethyl)-1,3,4-oxadiazol-2-yl)amino)-1-methyl-1H-1,2,3-triazol-4-yl)-2-methylpyridin-3-yl)oxy)cyclohexane-1-carboxylic acid